C[C@]12CC3(CC(C[C@@](C1)(C3)C)C2)NC(NC2=CC=C(C(=O)NCCCCCCCCCC(=O)NO)C=C2)=O 4-(3-((1r,3r,5s,7r)-3,5-dimethyladamantan-1-yl)ureido)-N-(10-(hydroxyamino)-10-oxo-decyl)benzamide